2-(((R)-1-(2-((3R,5S)-4,4-difluoro-3,5-dimethylpiperidin-1-yl)-3,7-dimethyl-4-oxo-4H-pyrido[1,2-a]pyrimidin-9-yl)ethyl)amino)benzoic acid FC1([C@@H](CN(C[C@@H]1C)C=1N=C2N(C(C1C)=O)C=C(C=C2[C@@H](C)NC2=C(C(=O)O)C=CC=C2)C)C)F